CC1(/C(/N(C2=CC=C(C=C12)S(=O)(=O)[O-])CCCS(=O)(=O)[O-])=C\C=C\C=C\C1=[N+](C2=CC=C(C=C2C1C)S(=O)(=O)[O-])CCCCS(=O)(=O)[O-])C 2-((1E,3E)-5-((E)-3,3-dimethyl-5-sulfonato-1-(3-sulfonatopropyl)indolin-2-ylidene)penta-1,3-dien-1-yl)-3-methyl-1-(4-sulfonatobutyl)-3H-indol-1-ium-5-sulfonate